C(C)C(CC1=CC=C(S1)C1=C2C(SC=C2)=C(C2=C1SC=C2)C=2SC(=CC2)CC(CCCC)CC)CCCC 4,8-bis[5-(2-ethylhexyl)-2-thienyl]benzo[1,2-b:4,5-b']dithiophene